C1(CCCCCCC1)C(C(=O)NC1=NC=C(C=C1)C=1C(=NOC1C)C)NC(=O)C1=CC=NN1C N-(1-Cyclooctyl-2-((5-(3,5-dimethylisoxazol-4-yl)pyridin-2-yl)amino)-2-oxoethyl)-1-methyl-1H-pyrazole-5-carboxamide